CC(CCC(=O)O)CCCCC 4-methylnonanoic acid